2-(2-ethoxyethoxy)ethyl acrylate C(C=C)(=O)OCCOCCOCC